COC(C1=CC=C(C=C1)N1N=C(C2=CC(=C3C(=C12)C=CC=C3)OC)C)=O 4-(5-methoxy-3-methyl-1H-benzo[g]indazol-1-yl)benzoic acid methyl ester